NCC=1C(NC(=CC1CCC)C)=O 3-(aminomethyl)-6-methyl-4-propyl-1H-pyridin-2-one